C(C)OC(CC1C=2C(C3=C(C(=N1)C1=NC=C(C=C1)C)C=C(C=C3)OC)=CN(C(C2)=O)C)=O Ethyl-2-(9-methoxy-2-methyl-7-(5-methylpyridin-2-yl)-3-oxo-3,5-dihydro-2H-benzo[c]pyrido[3,4-e]azepin-5-yl)acetate